(3S,5S)-3-fluoro-1-methyl-5-[(1-methyl-1H-pyrazol-4-yl)(sulfamoyl)amino]-piperidin-1-ium trifluoroacetate FC(C(=O)[O-])(F)F.F[C@@H]1C[NH+](C[C@H](C1)N(S(N)(=O)=O)C=1C=NN(C1)C)C